FC=1C=C2N=CC=3N(C(N4C(COC(=C2C34)C1C=1C=NC(=CC1)OCCCN1CCCCC1)(C)C)=O)C 6-fluoro-2,10,10-trimethyl-7-(6-(3-(piperidin-1-yl)propoxy)pyridine-3-yl)-9,10-dihydro-8-oxa-2,4,10a-triazanaphtho[2,1,8-cde]azulene-1(2H)-one